C(C1=CC=CC=C1)OC1=NC(=CC=C1C1=CC(=CC=C1)B1OC(C(O1)(C)C)(C)C)OCC1=CC=CC=C1 2,6-dibenzyloxy-3-[3-(4,4,5,5-tetramethyl-1,3,2-dioxaborolan-2-yl)phenyl]-pyridine